Bromomalonaldehyde BrC(C=O)C=O